7,11,15-trimethyl-1-hexadecen-3-ol CC(CCCC(C=C)O)CCCC(CCCC(C)C)C